2-(2,6-diisopropylphenyl)-5-(2,3,4,5,6-pentamethylphenyl)imidazo[1,5-a]pyridin-2-ium chloride [Cl-].C(C)(C)C1=C(C(=CC=C1)C(C)C)[N+]1=CN2C(C=CC=C2C2=C(C(=C(C(=C2C)C)C)C)C)=C1